C1(=CC=CC=C1)[C@H]([C@H]1CNC2=C(N1)N=CC=C2)NCCC2=CC(=NC=C2)CCC(=O)OCC ethyl 3-[4-(2-{[(R)-phenyl((3R)-1H,2H,3H,4H-pyrido[2,3-b]pyrazin-3-yl)methyl]amino}ethyl)pyridin-2-yl]propanoate